2-(6-(cyclopentylamino)-4-((1S,3S)-3-methoxy-1-(4-methyl-4H-1,2,4-triazol-3-yl)cyclobutyl)pyridin-2-yl)-6-(((1-methylcyclobutyl)amino)methyl)-4-(trifluoromethyl)isoindolin-1-one C1(CCCC1)NC1=CC(=CC(=N1)N1C(C2=CC(=CC(=C2C1)C(F)(F)F)CNC1(CCC1)C)=O)C1(CC(C1)OC)C1=NN=CN1C